C(/C=N/O)=N\O (1E,2E)-oxalaldehyde dioxime